tert-butyl (S)-4-(3-(4-(4-((1-(tert-butoxycarbonyl)pyrrolidin-3-yl)oxy)-3-(4,4-dimethylcyclohexyl)benzoyl)piperazine-1-carbonyl)-5-fluorophenyl)piperazine-1-carboxylate C(C)(C)(C)OC(=O)N1C[C@H](CC1)OC1=C(C=C(C(=O)N2CCN(CC2)C(=O)C=2C=C(C=C(C2)F)N2CCN(CC2)C(=O)OC(C)(C)C)C=C1)C1CCC(CC1)(C)C